C(#N)C1CC2(C1)C[C@H](N(CC2)CC2=C1C=CNC1=C(C=C2C2CC2)C)C2=CC=C(C(=O)N[C@@H]1CNCCC1)C=C2 4-((2R,4r,6S)-2-cyano-7-((5-cyclopropyl-7-methyl-1H-indol-4-yl)methyl)-7-azaspiro[3.5]nonan-6-yl)-N-((S)-piperidin-3-yl)benzamide